2-(5-(4-acetylpiperazin-1-yl)pyridin-2-yl)-4-(2-fluoro-6-methoxyphenyl)-2,3-dihydro-1H-pyrrolo[3,4-c]pyridin-1-one C(C)(=O)N1CCN(CC1)C=1C=CC(=NC1)N1CC=2C(=NC=CC2C1=O)C1=C(C=CC=C1OC)F